3-(4-chloro-2-methoxyphenoxy)-N-(3-(S-methylsulfonimidoyl)phenyl)-6-(trifluoromethyl)pyridazine-4-carboxamide ClC1=CC(=C(OC=2N=NC(=CC2C(=O)NC2=CC(=CC=C2)S(=O)(=N)C)C(F)(F)F)C=C1)OC